1,3-Dimethyl-1-((2-(2,2,2-trifluoroethoxy)pyridin-4-yl)methyl)-3-(2-(1-(trifluoromethyl)cyclopropyl)ethyl)urea CN(C(=O)N(CCC1(CC1)C(F)(F)F)C)CC1=CC(=NC=C1)OCC(F)(F)F